N(=[N+]=[N-])[C@@]1([C@H]([C@H]2[C@H](CN(C2)C(=O)OC(C)(C)C)C1)CCCB1OC(C(O1)(C)C)(C)C)C(=O)OCC1=CC=CC=C1 5-benzyl 2-(tert-butyl) (3aR,4S,5S,6aR)-5-azido-4-(3-(4,4,5,5-tetramethyl-1,3,2-dioxaborolan-2-yl)propyl)hexahydrocyclopenta[c]pyrrole-2,5(1H)-dicarboxylate